2-(tert-butylamino)-N-(3-chloro-2-fluorophenylmethyl)acetamide (9H-fluoren-9-yl)methyl-(2-(3-(bis(2-aminoethyl)amino)-3-oxopropoxy)ethyl)carbamate TFA salt OC(=O)C(F)(F)F.C1=CC=CC=2C3=CC=CC=C3C(C12)CN(C(O)=O)CCOCCC(=O)N(CCN)CCN.C(C)(C)(C)NCC(=O)NCC1=C(C(=CC=C1)Cl)F